BrC=1C=CC2=C(C(=C(O2)C(=O)O)I)C1 5-bromo-3-iodo-1-benzofuran-2-carboxylic acid